C(C1=CC=CC=C1)(=O)[Sn]1(OCCN(CCO1)CCCCCCCC)C(C1=CC=CC=C1)=O 1,1-Dibenzoyl-5-n-octyl-5-aza-2,8-dioxa-1-stannacyclooctan